N[C@@H](CN1CC=2C(=C(C=3N(C=4C=CC=CC4C3C2)C)C)C=C1)C N-[(2R)-2-aminopropyl]-5,6-dimethyl-pyrido[4,3-b]carbazole